Cl.FC=1C(=NC=CC1)CN (3-fluoropyridin-2-yl)methylamine HCl